N-octadecenyl-2-(4-tetrahydropyranyloxyphenyl)-3,5,7-tri-tetrahydropyranyloxy-quinolin-4-one C(=CCCCCCCCCCCCCCCCC)N1C(=C(C(C2=C(C=C(C=C12)OC1OCCCC1)OC1OCCCC1)=O)OC1OCCCC1)C1=CC=C(C=C1)OC1OCCCC1